dimethyl phosphoroamidothioate P(OC)(OC)(N)=S